2-(2-methyl-4H-pyrrolo[2,3-d]thiazol-6-yl)acetic acid CC=1SC2=C(N1)NC=C2CC(=O)O